CC1(OC2=CC(=CC(=C2C2=C1C=CC(=C2)C)OC(=O)NCCCC(=O)OC)CCCCC)C Methyl 4-((((6,6,9-trimethyl-3-pentyl-6H-benzo[c]chromen-1-yl)oxy)carbonyl)amino)butanoate